meta-anisaldehyde C(C1=CC(=CC=C1)OC)=O